4H-1,3-dithiazin S1NSCC=C1